ClC1=C(C(=NN1)C)N 5-chloro-3-methyl-4-amino-1H-pyrazole